FC1=CN2C(=NC(=C(C2=O)C=2C=NN(C2)CC(C(F)(F)F)(F)F)C(F)(F)F)S1 2-fluoro-6-[1-(2,2,3,3,3-pentafluoropropyl)-1H-pyrazol-4-yl]-7-(trifluoromethyl)-5H-[1,3]thiazolo[3,2-a]pyrimidin-5-one